5-((3-(4-(2-(4-methoxyphenyl)propan-2-yl)thiazol-2-yl)ureido)methyl)-N-(1-propylpiperidin-4-yl)picolinamide COC1=CC=C(C=C1)C(C)(C)C=1N=C(SC1)NC(NCC=1C=CC(=NC1)C(=O)NC1CCN(CC1)CCC)=O